2-methyl-2-aminopropyl-morpholine potassium carbonate C([O-])([O-])=O.[K+].CC(CN1CCOCC1)(C)N.[K+]